ClC1=CC2=C(N=C(S2)C2=CC3=CN(N=C3C(=C2)C)C)C=C1 6-chloro-2-(2,7-dimethylindazol-5-yl)-1,3-benzothiazole